O=C1C(=C(C1=O)NC1=C(C(=NC=C1)C(=O)N(C)C)O)N[C@H]1C2=CN(N=C2CCC1(C)C)C (R)-4-((3,4-dioxo-2-((2,5,5-trimethyl-4,5,6,7-tetrahydro-2H-indazol-4-yl)amino)cyclobut-1-en-1-yl)amino)-3-hydroxy-N,N-dimethylpicolinamide